ClC1=CC(=NC=N1)OCC=1N=C2N(C=C(C=C2C#N)C2CC2)C1 2-(((6-chloropyrimidin-4-yl)oxy)methyl)-6-cyclopropylimidazo[1,2-a]pyridine-8-carbonitrile